i-butylpyridinium chloride [Cl-].C(C(C)C)[N+]1=CC=CC=C1